FC1=C(C=C(C(=C1)N1CCN(CC1)C)[N+](=O)[O-])C1=CC=C(C=C1)C(=O)OC methyl 2'-fluoro-4'-(4-methylpiperazin-1-yl)-5'-nitro-[1,1'-biphenyl]-4-carboxylate